6-(4-amino-1-tert-butyl-pyrazolo[3,4-d]pyrimidin-3-yl)-N-butyl-1H-indole-2-carboxamide NC1=C2C(=NC=N1)N(N=C2C2=CC=C1C=C(NC1=C2)C(=O)NCCCC)C(C)(C)C